CSC1=CC=C(C=N1)C1=CN=CC(=N1)C(=O)OC methyl 6-(6-(methylthio)pyridin-3-yl)pyrazine-2-carboxylate